NC1=C(C(=NN1C(C)C)C1=CC=C(C=C1)CC(=O)NC1=CC(=NO1)CC1CCCCC1)C(=O)N 5-Amino-3-(4-(2-((3-(cyclohexylmethyl)isoxazol-5-yl)amino)-2-oxoethyl)phenyl)-1-isopropyl-1H-pyrazole-4-carboxamide